[3-[4-[(1R,5S)-8-Oxa-3-azabicyclo[3.2.1]octan-3-yl]phenyl]azetidin-1-yl]-[3-(1H-pyrazol-5-yl)pyrrolidin-1-yl]methanone [C@H]12CN(C[C@H](CC1)O2)C2=CC=C(C=C2)C2CN(C2)C(=O)N2CC(CC2)C2=CC=NN2